CN1N=C(C(=C1)C1=CN=NC=C1)C1=CC=C(C=C1)C#CC1=NC(=CC=C1)C 4-[1-methyl-3-[4-[2-(6-methyl-2-pyridyl)ethynyl]phenyl]pyrazol-4-yl]pyridazine